ethyl 2-((1-propenylpiperidin-4-yl) amino)-5H-pyrrolo[2,3-b]pyrazine-7-carboxylate C(=CC)N1CCC(CC1)NC=1N=C2C(=NC1)NC=C2C(=O)OCC